1,2,3,4-butanentetracarboxylic acid C(=C(C(CC(=O)O)C(=O)O)C(=O)O)C(=O)O